tert-Butyl 1-(7-(diethylamino)-2-oxo-2H-chromen-3-yl)-1-oxo-5,8,11,14-tetraoxa-2-azaheptadecan-17-oate C(C)N(C1=CC=C2C=C(C(OC2=C1)=O)C(NCCOCCOCCOCCOCCC(=O)OC(C)(C)C)=O)CC